ClC1=C2C(=NN(C2=CC=C1)S(=O)(=O)C1=CC=C(C=C1)C(F)F)N1CC(C(C1)(F)F)(F)F 4-chloro-1-[4-(difluoromethyl)phenyl]sulfonyl-3-(3,3,4,4-tetrafluoropyrrolidin-1-yl)indazole